4-(Bis(4-fluorophenyl)methylene)-1-(2-(1-((2-methoxyphenyl)sulfonyl)-1H-1,2,3-triazol-4-yl)ethyl)piperidine FC1=CC=C(C=C1)C(=C1CCN(CC1)CCC=1N=NN(C1)S(=O)(=O)C1=C(C=CC=C1)OC)C1=CC=C(C=C1)F